ClC1=CC=C(C=C1)NC(NC1=CC(=CC=C1)C1=CC(=CC=C1)OC)=O 3-(4-chlorophenyl)-1-[3-(3-methoxyphenyl)phenyl]Urea